N-Cbz-3-fluoro-4-carbonylpyrrolidine C(=O)(OCC1=CC=CC=C1)N1CC(C(C1)=C=O)F